C(C)C1C(C[N+](CC1=O)(C)C)=O 4-ethyl-1,1-dimethyl-3,5-dioxo-pyridinium